2-((1-Aminoisoquinolin-6-yl)methyl)-4-(((1-methylpiperidin-4-yl)methyl)amino)-1,2-dihydro-3H-pyrrolo[3,4-c]pyridin-3-one NC1=NC=CC2=CC(=CC=C12)CN1C(C=2C(=NC=CC2C1)NCC1CCN(CC1)C)=O